1-(4-{5-[(R)-(1,3-dimethyl-azetidin-3-yl)-hydroxy-(4-isopropyl-phenyl)-methyl]-pyridin-3-ylethynyl}-4-hydroxy-piperidin-1-yl)-ethanone CN1CC(C1)(C)[C@@](C=1C=C(C=NC1)C#CC1(CCN(CC1)C(C)=O)O)(C1=CC=C(C=C1)C(C)C)O